C(C)(C)(C)OC(=O)N1CCC(CC1)N1CCN(CC1)C[C@]1(CC(=C(CC1)C1=CC=C(C=C1)Cl)CN1CCN(CC1)C1=CC=C(C(=O)O)C=C1)C (R)-4-(4-((4-((4-(1-(tert-butoxycarbonyl)piperidin-4-yl)piperazin-1-yl)methyl)-4'-chloro-4-methyl-3,4,5,6-tetrahydro-[1,1'-biphenyl]-2-yl)methyl)piperazin-1-yl)benzoic acid